NC1=NC=NN2C1=C(C=C2Br)C#N 4-amino-7-bromopyrrolo[2,1-f][1,2,4]triazine-5-carbonitrile